CC1=C(C(NC(=C1)C)=O)CN1C(C=2C(=C3C(=C(C2CC1)C)OC(O3)(C)C31CCC(CC3)(CC1)N(C)C)C)=O 6-((4,6-dimethyl-2-oxo-1,2-dihydropyridin-3-yl)methyl)-2-(4-(dimethylamino)bicyclo[2.2.2]oct-1-yl)-2,4,9-trimethyl-7,8-dihydro-[1,3]dioxolo[4,5-g]isoquinolin-5(6H)-one